(trans-3-(4-(3-cyclopropoxy-5-fluoropyridin-2-yl)-3-cyclopropyl-1H-pyrazol-1-yl)cyclobutyl)methanamine C1(CC1)OC=1C(=NC=C(C1)F)C=1C(=NN(C1)[C@@H]1C[C@H](C1)CN)C1CC1